Cl.ClC1=CN=C(C=2N1C(=NC2C=2C=C1CCNC1=CC2)C)N 5-chloro-1-(indolin-5-yl)-3-methylimidazo[1,5-a]pyrazin-8-amine hydrochloride